C(C=C)(=O)OCC(CC)(COC(C=C)=O)COC(C=C)=O 1,1,1-tris[acryloxymethyl]propane